N,N,N-trioctadecyl-1-octadecanaminium C(CCCCCCCCCCCCCCCCC)[N+](CCCCCCCCCCCCCCCCCC)(CCCCCCCCCCCCCCCCCC)CCCCCCCCCCCCCCCCCC